C(C)C1CC(N2CCC=C12)C(F)F ethyl-3-(difluoromethyl)tetrahydro-1H-pyrrolizine